FC1=CC=C(C=C1)C=1N=C2N(N=CC=C2)C1/C=C/C(=O)N1CCC(CC1)O (E)-3-(2-(4-fluorophenyl)imidazo[1,2-b]pyridazin-3-yl)-1-(4-hydroxypiperidin-1-yl)prop-2-en-1-one